FC(C1=C2C=C(NC2=CC(=C1)F)C(=O)N(C)[C@H]1COCC=2NC(C=3C=C(C=CC3C21)F)=O)F (R)-4-(difluoromethyl)-6-fluoro-N-(8-fluoro-6-oxo-1,4,5,6-tetrahydro-2H-pyrano[3,4-c]isoquinolin-1-yl)-N-methyl-1H-indole-2-carboxamide